COCCS(=O)(=O)C1=C(OC2=C(C=C(C=C2)C2=NOC(=N2)CN2C(N(C(C2=O)(C)C)CCN2CCOCC2)=O)C(F)(F)F)C=CC=C1 3-((3-(4-(2-((2-methoxyethyl)sulfonyl)phenoxy)-3-(trifluoromethyl)phenyl)-1,2,4-oxadiazol-5-yl)methyl)-5,5-dimethyl-1-(2-morpholinoethyl)imidazolidine-2,4-dione